(4-(2H-1,2,3-triazol-2-yl)-3-(difluoromethyl)phenyl)-1-(4-oxo-4H-pyrido[1,2-a]pyrimidin-9-yl)-5-cyclopropyl-1H-pyrazole-4-carboxamide N=1N(N=CC1)C1=C(C=C(C=C1)C1=NN(C(=C1C(=O)N)C1CC1)C1=CC=CN2C1=NC=CC2=O)C(F)F